ClC1=NC=CC2=C1C=CS2(=O)=O 4-chlorothieno[3,2-c]pyridine 1,1-dioxide